O.O[C@H](C(=O)O)[C@@H](C(=O)O)O.N[C@H]1[C@@H](CC(C2=CC=C(C=C12)COC)(C)C)O (1R,2R)-1-amino-7-(methoxymethyl)-4,4-dimethyl-1,2,3,4-tetrahydronaphthalen-2-ol (2S,3S)-2,3-dihydroxysuccinate monohydrate